N1CC(C1)C1=NC=CN=C1 2-(azetidin-3-yl)pyrazine